NC1=NC(=C(C=2N1C(N(N2)CCOC(F)(F)F)=O)C2=CC(=NC(=C2)C)C)C2=CC=CC=C2 5-amino-8-(2,6-dimethyl-4-pyridinyl)-7-phenyl-2-[2-(trifluoromethoxy)ethyl]-[1,2,4]triazolo[4,3-c]pyrimidin-3-one